[O-2].[Fe+2].[Ce+3] cerium-iron-oxide